(R)-benzyl 5-amino-4-((S)-2-((R)-2-(((2R,4aR,6S,7R,8R,8aS)-7-azido-6-(benzyloxy)-2-phenylhexahydropyrano[3,2-d][1,3]dioxin-8-yl)oxy)propanamido)propanamido)-5-oxopentanoate NC([C@@H](CCC(=O)OCC1=CC=CC=C1)NC([C@H](C)NC([C@@H](C)O[C@@H]1[C@H]([C@H](O[C@H]2[C@H]1O[C@@H](OC2)C2=CC=CC=C2)OCC2=CC=CC=C2)N=[N+]=[N-])=O)=O)=O